O1C(OCC1)C[C@@]1(CN(CC(=C1)C1=CC(=CC=C1)OC)S(=O)(=O)C1=CC=C(C)C=C1)C (S)-3-((1,3-dioxolan-2-yl)methyl)-5-(3-methoxyphenyl)-3-methyl-1-tosyl-1,2,3,6-tetrahydropyridine